S(=O)(=O)(O)O.C(CCCCC)N1N=CC(=C1N)N.C(CCCCC)N1N=CC(=C1N)N 1-hexyl-1H-pyrazole-4,5-diamine hemisulfate